C(#N)C1=CC(=C(COC2=CC=CC(=N2)C2CCN(CC2)CC2=NC3=C(N2C)C=CC=C3OC(C)([2H])[2H])C=C1)F 2-((4-(6-((4-Cyano-2-fluorobenzyl)oxy)pyridin-2-yl)piperidin-1-yl)methyl)-4-(ethoxy-1,1-d2)-1-methyl-1H-benzo[d]imidazole